N-(2-((R)-4-Cyanothiazolidin-3-yl)-2-oxoethyl)-6-((S)-2-(fluoromethyl)-piperidin-1-yl)quinoline-4-carboxamide C(#N)[C@H]1N(CSC1)C(CNC(=O)C1=CC=NC2=CC=C(C=C12)N1[C@@H](CCCC1)CF)=O